C(=O)(O)CNC(CCC1C2=C(C3=C(C(=C(N3)C=C3C(=C(C(C=C4C(=C(C(=CC(C1C)=N2)N4)C)CC)=N3)C)CC)C)C(=O)NCC(=O)O)C)=O (7-(3-((carboxymethyl)amino)-3-oxopropyl)-13,18-diethyl-2,5,8,12,17-pentamethyl-7H,8H-porphyrin-3-carbonyl)glycine